C(C)(C)(C)OC(=O)N(CC[C@@H](C=CC)[C@@H]1N(C(OC1)(C)C)C(=O)OC(C)(C)C)C(=O)OC(C)(C)C (S)-tert-butyl 4-((S)-1-(bis(tert-butoxycarbonyl) amino) hex-4-en-3-yl)-2,2-dimethyloxazolidin-3-carboxylate